(S,E)-3-((3-(2-(2-(4-(dimethylamino)but-2-enamido)propanamido)ethyl)phenyl)amino)-6-ethyl-5-(isopropyl(methyl)amino)pyrazine-2-carboxamide CN(C/C=C/C(=O)N[C@H](C(=O)NCCC=1C=C(C=CC1)NC=1C(=NC(=C(N1)N(C)C(C)C)CC)C(=O)N)C)C